C(CCCCCCCCCCCCCCCCCCCCCCCCC)NC1=CC=C(C=C1)C#C p-(hexacosanylamino)phenylacetylene